N-[2-(2,4-dichlorophenyl)-2-fluoro-ethyl]-2-methyl-5-(3-methylphenoxy)pyridine-4-carboxamide ClC1=C(C=CC(=C1)Cl)C(CNC(=O)C1=CC(=NC=C1OC1=CC(=CC=C1)C)C)F